C[C@@H](CC)NC(O[C@H]1CO[C@H](C1)C=1C=NC(=NC1)N)=O (3R,5R)-5-(2-aminopyrimidin-5-yl)oxolan-3-yl N-[(2S)-butan-2-yl]carbamate